1-[1-allyl-1-(trifluoromethyl)but-3-enyl]-2-chloro-4-methoxy-5-methyl-benzene C(C=C)C(CC=C)(C(F)(F)F)C1=C(C=C(C(=C1)C)OC)Cl